[Si](C)(C)(C(C)(C)C)O[C@@H](C\C=C/CC)C=1N=NN(C1/C=C/[C@@H]1[C@@H](OC(O1)(C)C)C\C=C/CCC(=O)OC)C Methyl (4Z)-6-{(4S,5R)-5-[(E)-2-{4-[(1S,3Z)-1-{[tert-butyl(dimethyl)silyl]oxy}hex-3-en-1-yl]-1-methyl-1H-1,2,3-triazol-5-yl}ethenyl]-2,2-dimethyl-1,3-dioxolan-4-yl}hex-4-enoate